NC1=C(C(=O)O)C(=C(C(=C1F)C1=NC(=CC(=C1C(F)(F)F)C)N(CC1=CC=C(C=C1)OC)CC1=CC=C(C=C1)OC)C=CC(=O)OCC1=CC=CC=C1)F 2-Amino-5-(3-(benzyloxy)-3-oxoprop-1-en-1-yl)-4-(6-(bis(4-methoxybenzyl)amino)-4-methyl-3-(trifluoromethyl)pyridin-2-yl)-3,6-difluorobenzoic acid